6-{2-[3-methoxy-4-(3-piperidinopropoxy)phenylamino]-4-pyrimidinylamino}-1-isoindolinone COC=1C=C(C=CC1OCCCN1CCCCC1)NC1=NC=CC(=N1)NC1=CC=C2CNC(C2=C1)=O